C(C1=CC=CC=C1)OC1=NC(=CC=C1C1=NN(C2=C(C(=CC=C12)F)OC[C@H]1CN(CC1)C(=O)OC(C)(C)C)C)OCC1=CC=CC=C1 (R)-tert-butyl 3-(((3-(2,6-bis(benzyloxy)pyridin-3-yl)-6-fluoro-1-methyl-1H-indazol-7-yl)oxy)methyl)pyrrolidine-1-carboxylate